1-amino-4-hydroxy-2-[2-[4-(2-hydroxyethyl)phenyl]ethoxy]anthraquinone NC1=C(C=C(C=2C(C3=CC=CC=C3C(C12)=O)=O)O)OCCC1=CC=C(C=C1)CCO